CC12CC3(CC(CC(C1)(C3)C)(C2)CN2N=CC=C2C)SCCO 2-((3,5-dimethyl-7-((5-methyl-1H-pyrazol-1-yl)methyl)adamantan-1-yl)thio)ethanol